CO[C@@H]1CC[C@H](CC1)N trans-4-methoxycyclohexylamine